BrC1=CC=C(C=C1)NC(C1=C(C=CC=C1)NC1=CC=NC2=CC(=CC=C12)C(F)(F)F)=O N-(4-bromophenyl)-2-[(7-trifluoromethylquinolin-4-yl)amino]Benzamide